tert-butyl 4-(4-methylpiperazin-1-yl)-2-nitrobenzoate CN1CCN(CC1)C1=CC(=C(C(=O)OC(C)(C)C)C=C1)[N+](=O)[O-]